4-[(4-tert-butoxy-2-{4-[5-chloro-2-(3-methyl-1,2,4-oxadiazol-5-yl)phenyl]-5-methoxy-2-oxopyridin-1(2H)-yl}butanoyl)amino]benzoic acid C(C)(C)(C)OCCC(C(=O)NC1=CC=C(C(=O)O)C=C1)N1C(C=C(C(=C1)OC)C1=C(C=CC(=C1)Cl)C1=NC(=NO1)C)=O